6-chloro-7-(2-methyl-1-piperazinyl)-4-((2S)-2-methyl-4-(2-propenoyl)-1-piperazinyl)-1-(2-(2-propanyl)phenyl)pyrido[2,3-d]pyrimidin-2(1H)-one ClC1=CC2=C(N(C(N=C2N2[C@H](CN(CC2)C(C=C)=O)C)=O)C2=C(C=CC=C2)C(C)C)N=C1N1C(CNCC1)C